[B].ClC1=C(C=CC=C1)CC(=O)NC1=CC(=C(C=C1)C=1OC(=NN1)C(F)(F)F)S(N)(=O)=O 2-(2-chlorophenyl)-N-{3-sulfamoyl-4-[5-(trifluoromethyl)-1,3,4-oxadiazol-2-yl]phenyl}acetamide boron